4-(5-(4,6-dimethylpyrazolo[1,5-a]pyrazin-2-yl)-2H-pyrazolo[4,3-b]pyridin-2-yl)piperidine-1-carboxylic acid tert-butyl ester C(C)(C)(C)OC(=O)N1CCC(CC1)N1N=C2C(N=C(C=C2)C2=NN3C(C(=NC(=C3)C)C)=C2)=C1